N1-((5-(4-bromo-2-methylphenyl)furan-2-yl)methyl)-N3,N3-dimethylpropane-1,3-diamine BrC1=CC(=C(C=C1)C1=CC=C(O1)CNCCCN(C)C)C